C(C)(C)(C)OC(=O)C1=CC=NC2=CC=C(C=C12)N1CCC(CC1)(C(C)C)O 6-(4-hydroxy-4-isopropylpiperidin-1-yl)quinoline-4-carboxylic acid tert-butyl ester